FC=1C=C2CN(CC2=CC1F)C1=NC=2C(=CC(=CC2C=2N1C=NN2)C)C(C)NC2=C(C(=O)O)C=CC=C2 2-((1-(5-(5,6-difluoroisoindolin-2-yl)-9-methyl-[1,2,4]triazolo[4,3-c]quinazolin-7-yl)ethyl)amino)benzoic acid